C[C@@H]1N(C2=CC=CC=C2[C@@H](C1)NC1=CC=C(C=C1)C=1N=C2N(CCN(C2)C(=O)OC(C)(C)C)C1)C(CC)=O tert-butyl 2-(4-{[(2S,4R)-2-methyl-1-propionyl-1,2,3,4-tetrahydroquinolin-4-yl]amino}phenyl)-5,6-dihydroimidazo[1,2-a]pyrazine-7(8H)-carboxylate